ClC1=CC=NC2=CC(=C(C=C12)OC)OCC1(CC1)N 1-(((4-Chloro-6-methoxyquinolin-7-yl)oxy)methyl)cyclopropan-1-amine